ClC1=C(C=CC=C1)S(=O)(=O)/C=C/C1=NC=CC=C1F ((E)-2-(2-chlorophenylsulfonyl)vinyl)-3-fluoropyridine